4-(2-hydroxyethoxy)-2-methoxy-N-((5-(thiophen-2-yl)-1,3,4-oxadiazol-2-yl)methyl)benzamide OCCOC1=CC(=C(C(=O)NCC=2OC(=NN2)C=2SC=CC2)C=C1)OC